FC1=CC=C(C=C1)N1C(N(C=C(C1=O)C(=O)Cl)CC=C)=O 3-(4-fluorophenyl)-1-allyl-2,4-dioxo-1,2,3,4-tetrahydropyrimidine-5-carbonyl chloride